tert-butyl (S)-4-(6-benzyl-4-cyano-3-(((trifluoromethyl)sulfonyl)oxy)-5,6,7,8-tetrahydro-2,6-naphthyridin-1-yl)-3-methylpiperazine-1-carboxylate C(C1=CC=CC=C1)N1CC=2C(=C(N=C(C2CC1)N1[C@H](CN(CC1)C(=O)OC(C)(C)C)C)OS(=O)(=O)C(F)(F)F)C#N